thian-thian-thian-thian-thian S1CCCCC1.S1CCCCC1.S1CCCCC1.S1CCCCC1.S1CCCCC1